C(C)(C)(C)C1=CN=C(O1)[C@@H]1C[C@@H](CC1)C1=CC(=NN1)N 5-((1R,3S)-3-(5-(tert-butyl)oxazol-2-yl)cyclopentyl)-1H-pyrazol-3-amine